N(=[N+]=[N-])CC(=O)C1=CC=C(C=C1)Cl 2-azido-1-(4-chlorophenyl)ethan-1-one